azetidin-3-yl-[(1R,3R)-1-[2,6-difluoro-4-[2-[3-(fluoromethyl)azetidin-1-yl]ethoxy]phenyl]-3-methyl-1,3,4,9-tetrahydropyrido[3,4-b]indol-2-yl]methanone N1CC(C1)C(=O)N1[C@@H](C=2NC3=CC=CC=C3C2C[C@H]1C)C1=C(C=C(C=C1F)OCCN1CC(C1)CF)F